1-(1-(4-((4,4-difluorocyclohexyl)amino)-6-methylpyrimidin-2-yl)-1H-pyrazol-3-yl)ethan-1-ol FC1(CCC(CC1)NC1=NC(=NC(=C1)C)N1N=C(C=C1)C(C)O)F